ethylhexadecane C(C)CCCCCCCCCCCCCCCC